tert-butyl (3-fluoro-2-(oxetan-3-yl)pyridin-4-yl)carbamate FC=1C(=NC=CC1NC(OC(C)(C)C)=O)C1COC1